2-Chloro-5-((1R,3R)-2,2-dichloro-3-(3,5-dichlorophenyl)cyclopropane-1-carboxamido)benzoic acid ClC1=C(C(=O)O)C=C(C=C1)NC(=O)[C@@H]1C([C@H]1C1=CC(=CC(=C1)Cl)Cl)(Cl)Cl